NC1=C(C=C(C=C1)C1=CC(=C(C=C1)N)C(=O)O)C(=O)O 4,4'-diaminobiphenyl-3,3'-di-carboxylic acid